C(C(=O)O)(=O)O.C(C(=O)O)(=O)O.CCCCCCCCC(CCCCCCCC)OC(CCCCCCC)=O caprylic acid heptadecan-9-yl ester bis-oxalate